2-(allyloxy)acetyl chloride C(C=C)OCC(=O)Cl